4-carbamoyl-2-[2,3-dichloro-6-(methoxymethoxy)phenyl]pyrrolidine-1-carboxylate C(N)(=O)C1CC(N(C1)C(=O)[O-])C1=C(C(=CC=C1OCOC)Cl)Cl